BrC1=C(C=C2CN(C(C2=C1)=O)C1C(NC(CC1)=O)=O)CN1CC2CCC(C1)N2C2=CC=CNN2C2CCC(CC2)OC2=CC(=C(C=C2)C#N)Cl 6-(3-((6-Bromo-2-(2,6-dioxopiperidin-3-yl)-1-oxoisoindoline-5-yl)methyl)-3,8-Diazabicyclo[3.2.1]octane-8-yl)-N-((1r,4r)-4-(3-chloro-4-cyanophenoxy)cyclohexyl)pyridazine